FC1=CC=C(C=C1)N(C(=O)[C@H]1N(C(NC1)=O)C1=NC(=CC(=C1)C(F)(F)F)C)CC#CC=1N=NC(=C(C1)NC(C(=C)C)=O)OC (S)-N-(4-fluorophenyl)-N-(3-(5-methacrylamido-6-methoxypyridazin-3-yl)prop-2-yn-1-yl)-3-(6-methyl-4-(trifluoromethyl)pyridin-2-yl)-2-oxoimidazolidine-4-carboxamide